C(C)OCC1(CCN(CC1)CC1=CC(=C(C(=C1)C)NC(C)=O)C)CCC1=CC=CC=C1 N-(4-((4-(ethoxymethyl)-4-phenethylpiperidin-1-yl)methyl)-2,6-dimethylphenyl)acetamide